Cl.C(CCC=C)N 4-penten-1-amine hydrochloride